3-(dibenzylamino)cyclobutane-1-carbaldehyde C(C1=CC=CC=C1)N(C1CC(C1)C=O)CC1=CC=CC=C1